FC=1C=CC=2N(C1)C=C(N2)CN {6-fluoroimidazo[1,2-a]pyridin-2-yl}methanamine